4-methoxy-1H-pyrrolo[2,3-c]pyridine-2-carboxylic acid COC1=C2C(=CN=C1)NC(=C2)C(=O)O